((1R,3R,4R)-4-bromo-3-hydroxy-cyclohexyl)tert-butoxycarbonylamide Br[C@H]1[C@@H](C[C@@H](CC1)[N-]C(=O)OC(C)(C)C)O